N-(4-Methoxy-7-phenyl-thiazolo[4,5-c]pyridin-2-yl)-4-(2-oxo-pyrrolidin-1-ylmethyl)-benzamid COC1=NC=C(C2=C1N=C(S2)NC(C2=CC=C(C=C2)CN2C(CCC2)=O)=O)C2=CC=CC=C2